C(CCCCC)N1C=C(C2=CC=CC=C12)C(=O)C1=CC=CC2=CC=CC=C12 (1-hexyl-1H-indol-3-yl)-1-naphthyl ketone